CN1N=CC2=CC=CC(=C12)C1=NC=C2NC(N(C2=N1)CC1=CC=C(C=C1)C=1N(C=C(N1)C(F)(F)F)C)=O 2-(1-methyl-1H-indazol-7-yl)-9-(4-(1-methyl-4-(trifluoromethyl)-1H-imidazol-2-yl)benzyl)-7,9-dihydro-8H-purin-8-one